ClC=1C=C(C=CC1Cl)C(CN(C)C)NS(=O)(=O)CCC1=CC=CC=C1 N-(1-(3,4-dichlorophenyl)-2-(dimethylamino)ethyl)-2-phenylethane-1-sulfonamide